6-[4-(difluoromethyl)phenyl]N-(2-hydroxy-2-methylpropyl)-2-(1-methyl-1H-pyrazol-4-yl)-3-oxo-2,3-dihydropyridazine-4-carboxamide FC(C1=CC=C(C=C1)C=1C=C(C(N(N1)C=1C=NN(C1)C)=O)C(=O)NCC(C)(C)O)F